(R)-1-(4-(8-((4-((1-(difluoromethyl)-1H-benzo[d]imidazol-5-yl)oxy)-2-methoxy-5-methylphenyl)amino)pyrimido[5,4-d]pyrimidin-2-yl)-2-methylpiperazin-1-yl)prop-2-en-1-one FC(N1C=NC2=C1C=CC(=C2)OC2=CC(=C(C=C2C)NC2=NC=NC1=C2N=C(N=C1)N1C[C@H](N(CC1)C(C=C)=O)C)OC)F